1,3,6-triaminocycloheptane NC1CC(CCC(C1)N)N